7-Isopropoxy-2-(1-methyl-2-oxabicyclo[2.2.1]heptan-4-yl)-N-(3-(trifluoromethyl)phenyl)imidazo[1,2-a]pyridine-6-carboxamide C(C)(C)OC1=CC=2N(C=C1C(=O)NC1=CC(=CC=C1)C(F)(F)F)C=C(N2)C21COC(CC2)(C1)C